7-(1-(3-methylbut-2-enoyl)piperidin-4-yl)-2-(4-phenoxyphenyl)-1H-imidazo[1,2-b]pyrazole-3-carboxamide CC(=CC(=O)N1CCC(CC1)C1=C2N(N=C1)C(=C(N2)C2=CC=C(C=C2)OC2=CC=CC=C2)C(=O)N)C